BrC=1C=C2C(=NN(C2=CC1)C)NC(C)=O N-(5-bromo-1-methyl-1H-indazol-3-yl)acetamide